tert-butyl (R)-5-methoxy-4-((2-(4-(methoxycarbonyl)phenyl)-4-(3,3,3-trifluoropropyl)piperazin-1-yl)methyl)-7-methyl-1H-indole-1-carboxylate COC=1C(=C2C=CN(C2=C(C1)C)C(=O)OC(C)(C)C)CN1[C@@H](CN(CC1)CCC(F)(F)F)C1=CC=C(C=C1)C(=O)OC